N1N=CC=C1[C@@H]1C=2N(CCN1C(=O)C1=C(C(=CC=C1)C(F)(F)F)Cl)C(=NN2)C(F)(F)F |r| (±)-(8-(1H-pyrazol-5-yl)-3-(trifluoromethyl)-5,6-dihydro-[1,2,4]triazolo[4,3-a]pyrazin-7(8H)-yl)(2-chloro-3-(trifluoromethyl)phenyl)methanone